FC=1C=C(CN2C(=NC3=NC=C(C=C32)N3C=CC=2N=CN=CC23)NC)C=CC1F 1-(3,4-difluorobenzyl)-N-methyl-6-(5H-pyrrolo[3,2-d]pyrimidin-5-yl)-1H-imidazo[4,5-b]pyridin-2-amine